P(O)(=O)(OP(=O)(O)OP(=O)(O)O)OC[C@@H]1[C@H]([C@H]([C@@H](O1)N1C(=O)NC(=O)C(=C1)N)O)O 5-amino-uridine-5'-triphosphate